tricyclo[5.2.1.02,6]decane-3,4-dialdehyde C12C3C(C(CC3C(CC1)C2)C=O)C=O